5-methyl-2-(1-((piperidin-3-yl)amino)pyrido[3,4-d]pyridazin-4-yl)phenol CC=1C=CC(=C(C1)O)C=1N=NC(=C2C1C=NC=C2)NC2CNCCC2